CC1=C(C(=O)O)C=CC(=C1)N(C)C.CN(C1=CC=C(C(=O)OC)C=C1)C methyl 4-dimethylaminobenzoate (methyl 4-dimethylaminobenzoate)